benzyl (tert-butoxycarbonyl)-L-valyl-L-alaninate C(C)(C)(C)OC(=O)N[C@@H](C(C)C)C(=O)N[C@@H](C)C(=O)OCC1=CC=CC=C1